(R)-5-cyano-N-(2,2,2-trifluoro-1-(3-methyl-4-(trifluoromethyl)phenyl)ethyl)pyridine-3-sulfonamide C(#N)C=1C=C(C=NC1)S(=O)(=O)N[C@@H](C(F)(F)F)C1=CC(=C(C=C1)C(F)(F)F)C